3-chloro-2-methylamino-5-trifluoromethylpyridine ClC=1C(=NC=C(C1)C(F)(F)F)NC